5-(2-methyl-1,3-dioxolan-2-yl)thiophene CC1(OCCO1)C1=CC=CS1